(R)-3-(6-chloro-2-(1-methylpiperidin-4-yl)-1,2,3,4-tetrahydroisoquinolin-8-yl)morpholine ClC=1C=C2CCN(CC2=C(C1)[C@H]1NCCOC1)C1CCN(CC1)C